(S)-1-(difluoromethylene)-5-(5-methyl-3-((tetrahydrofuran-3-yl)amino)-1,2,4-triazin-6-yl)-2,3-dihydro-1H-inden-4-ol FC(=C1CCC=2C(=C(C=CC12)C1=C(N=C(N=N1)N[C@@H]1COCC1)C)O)F